CC1=C(C=CC=C1C1=NN=C(O1)C=1C=C(CN2C[C@@H](CCC2)C(=O)O)C=CC1)C1=CC=CC=C1 (R)-1-(3-(5-(2-methyl-[1,1'-biphenyl]-3-yl)-1,3,4-oxadiazol-2-yl)benzyl)piperidine-3-carboxylic acid